C[Si]1(CCC(CC1)NC(=O)C1=CC=2C(=CN=C(C2C(F)(F)F)OC)N1)C N-(1,1-dimethylsilacyclohexan-4-yl)-5-methoxy-4-(trifluoromethyl)-1H-pyrrolo[2,3-c]pyridine-2-carboxamide